ethyl 5-(4-(6-bromopyridazin-3-yl)phenyl)-2-((2-(trimethylsilyl)ethoxy)methyl)-2H-1,2,3-triazole-4-carboxylate BrC1=CC=C(N=N1)C1=CC=C(C=C1)C=1C(=NN(N1)COCC[Si](C)(C)C)C(=O)OCC